NC1=C(C(NC2=C(C=CC=C12)C=1C=NC=C(C1)OC(C)C)=O)C(=O)NCCC 4-Amino-8-(5-isopropoxypyridin-3-yl)-2-oxo-N-propyl-1,2-dihydroquinoline-3-carboxamide